(S)- and (R)-4-(2-((2-(6-chloro-1H-indol-3-yl)-2-oxo-1-phenylethyl)-amino)ethyl)benzene-sulfonamide ClC1=CC=C2C(=CNC2=C1)C([C@H](C1=CC=CC=C1)NCCC1=CC=C(C=C1)S(=O)(=O)N)=O |r|